C(C1=CC=CC=C1)S(=O)(=O)NC(C1=CC=C(C=C1)N1CCN(CC1)C(=O)C=1C=NC=C(C1)Br)=O N-Benzylsulfonyl-4-[4-(5-bromopyridin-3-carbonyl)piperazine-1-yl]benzamide